C[C@H]1CCC(=NC1)C1=CC=C2C=C(C=NC2=C1)C1CCN(CC1)C (S)-7-(5-methyl-3,4,5,6-tetrahydropyridin-2-yl)-3-(1-methylpiperidin-4-yl)quinoline